Tert-butyl (1-(6-((2-amino-2-oxo-1-(4-(trifluoromethyl)phenyl)ethyl)thio)-3,5-dicyano-4-ethylpyridin-2-yl)piperidin-4-yl)carbamate NC(C(C1=CC=C(C=C1)C(F)(F)F)SC1=C(C(=C(C(=N1)N1CCC(CC1)NC(OC(C)(C)C)=O)C#N)CC)C#N)=O